4-(3-((4-cyano-2-fluorobenzyl)oxy)-4-vinyl-1H-pyrazol-1-yl)piperidine-1-carboxylic acid tert-butyl ester C(C)(C)(C)OC(=O)N1CCC(CC1)N1N=C(C(=C1)C=C)OCC1=C(C=C(C=C1)C#N)F